ClC=1C(=NC(=NC1)NC1CCOCC1)C1=CC=C2CN(C(C2=C1)=O)[C@@H](C(=O)N[C@H](C)C1=NC(=CC=C1Cl)N1CCN(CC1)C)C (2R)-2-(6-{5-chloro-2-[(oxan-4-yl)amino]pyrimidin-4-yl}-1-oxo-2,3-dihydro-1H-isoindol-2-yl)-N-[(1R)-1-[3-chloro-6-(4-methylpiperazin-1-yl)pyridin-2-yl]ethyl]propanamide